(1S,2R)-2-((R)-5H-Imidazo[5,1-a]isoindol-5-yl)cyclobutan-1-ol C=1N=CN2C1C1=CC=CC=C1[C@H]2[C@@H]2[C@H](CC2)O